(S)-2-chloro-4-(2-(2-methyl-3-oxopiperazin-1-yl)ethoxy)benzaldehyde ClC1=C(C=O)C=CC(=C1)OCCN1[C@H](C(NCC1)=O)C